3,4-diphenyl-sulfonyl-furazan C1(=CC=CC=C1)S(=O)(=O)C1=NON=C1S(=O)(=O)C1=CC=CC=C1